(E)-3-(2-((4-((S)-2-(4-chloro-2-fluorophenyl)-2-methylbenzo[d][1,3]dioxol-4-yl)piperidin-1-yl)methyl)-1-((5,5-dimethyltetrahydrofuran-3-yl)methyl)-1H-imidazol-5-yl)acrylic acid ClC1=CC(=C(C=C1)[C@@]1(OC2=C(O1)C=CC=C2C2CCN(CC2)CC=2N(C(=CN2)/C=C/C(=O)O)CC2COC(C2)(C)C)C)F